NC(COCC(C)N)C 2-Aminopropylether